FC1(CCC2=C1N=C(N=C2C2=CC1=C([C@H](CO1)NS(=O)(=O)C)C=C2)N2[C@H](CC2)C(F)(F)F)F N-((R)-6-(7,7-difluoro-2-((R)-2-(trifluoromethyl)azetidin-1-yl)-6,7-dihydro-5H-cyclopenta[d]pyrimidin-4-yl)-2,3-dihydrobenzofuran-3-yl)methanesulfonamide